4-[(3-methanesulfonylpyridin-2-yl)amino]-6-{[5-(methoxymethyl)pyridin-2-yl]amino}-N-(2H3)methylpyridazine-3-carboxamide CS(=O)(=O)C=1C(=NC=CC1)NC1=C(N=NC(=C1)NC1=NC=C(C=C1)COC)C(=O)NC([2H])([2H])[2H]